C(#N)C1=C(C=CC(=C1)C(F)(F)F)N1C[C@@H](N(CC1)C=1N=C2N(C(C1C)=O)C=C(C=C2[C@@H](C)NC2=C(C(=O)O)C=CC=C2)C)C 2-(((R)-1-(2-((S)-4-(2-cyano-4-(trifluoromethyl)phenyl)-2-methylpiperazin-1-yl)-3,7-dimethyl-4-oxo-4H-pyrido[1,2-a]pyrimidin-9-yl)ethyl)amino)benzoic acid